COCOC1=C(C=C(C=C1)C)C1=C(C=CC2N(CCCC2)CC)C=CC=C1 2-[2-(2-methoxymethyloxy-5-methyl-phenyl)-styryl]-N-ethylpiperidine